C(CCCCCCCC(=O)OCCCCCCCC)(=O)OC(COP(=O)(O)OCCN(C)C)COC(CCCCCCC(=O)OC(CCCCCCCC)CCCCCCCC)=O 1-(1-(((2-(Dimethylamino)ethoxy)(hydroxy)phosphoryl)oxy)-3-((8-(heptadecan-9-yloxy)-8-oxooctanoyl)oxy)propan-2-yl) 9-octyl nonanedioate